CC1(COC2(N1)CCC1(OCC(N1)(C)CO)CC2)CO (±)-(3,11-dimethyl-1,9-dioxa-4,12-diazadispiro(4.2.48.25)tetradecane-3,11-diyl)dimethanol